3-(5-(((3R,4S)-3-aminotetrahydro-2H-pyran-4-yl)oxy)-1-oxoisoindolin-2-yl)piperidine-2,6-dione N[C@@H]1COCC[C@@H]1OC=1C=C2CN(C(C2=CC1)=O)C1C(NC(CC1)=O)=O